tert-butyl 6-(3-bromo-2-fluorobenzyl)-7-(methylsulfonamido)-5-azaspiro[2.4]heptane-5-carboxylate BrC=1C(=C(CC2N(CC3(CC3)C2NS(=O)(=O)C)C(=O)OC(C)(C)C)C=CC1)F